6-chloro-4-methyl-2H,3H-furo[2,3-b]pyridine ClC1=CC(=C2C(=N1)OCC2)C